CN(CC(C(CC)=O)C)C 1-(dimethylamino)-2-methyl-3-pentanone